2-(4-bromophenyl)-N-((2-(2,6-dioxopiperidin-3-yl)-1-oxoisoindolin-5-yl)methyl)-2,2-difluoroacetamide BrC1=CC=C(C=C1)C(C(=O)NCC=1C=C2CN(C(C2=CC1)=O)C1C(NC(CC1)=O)=O)(F)F